3-amino-5-(4-fluorophenyl)-6-(3-methylimidazo[1,2-a]pyridin-6-yl)-N-(2-(methylsulfonyl)ethyl)pyrazine-2-carboxamide NC=1C(=NC(=C(N1)C1=CC=C(C=C1)F)C=1C=CC=2N(C1)C(=CN2)C)C(=O)NCCS(=O)(=O)C